N(=C=O)[C@H](C(=O)OCCCC)COC(C)(C)C butyl (S)-2-isocyanato-3-tertiary-butoxypropionate